N-(4-carbamoylbenzyl)-3'-((2-hydroxy-3,4-dioxocyclobut-1-en-1-yl)amino)-5'-(1H-tetrazol-5-yl)-[1,1'-biphenyl]-4-carboxamide C(N)(=O)C1=CC=C(CNC(=O)C2=CC=C(C=C2)C2=CC(=CC(=C2)C2=NN=NN2)NC2=C(C(C2=O)=O)O)C=C1